OC[C@@H](C)NC1=NC(N(C2=CC(=CC=C12)C(F)(F)F)C1=CC=CC=C1)=O (R)-4-((1-hydroxypropan-2-yl)amino)-1-phenyl-7-(trifluoromethyl)quinazolin-2(1H)-one